tert-Butyl 3-(5-(methylsulfinyl)-7-(thiazol-2-yl)benzo[d]oxazol-2-yl)-3,9-diazabicyclo[3.3.1]nonane-9-carboxylate CS(=O)C=1C=C(C2=C(N=C(O2)N2CC3CCCC(C2)N3C(=O)OC(C)(C)C)C1)C=1SC=CN1